C1OCC2=C1C=CC(=C2)NC=O N-(1,3-dihydro-2-benzofuran-5-yl)carboxamide